ethyl 4-(trifluoromethyl)thiazole-2-carboxylate FC(C=1N=C(SC1)C(=O)OCC)(F)F